1,3-bis(4-chlorophenyl)propane ClC1=CC=C(C=C1)CCCC1=CC=C(C=C1)Cl